7-oxo-2-(trifluoromethyl)-6,7-dihydro-5H-benzo[c]imidazo[1,2-a]azepine-9-carbonitrile O=C1C2=C(C=3N(CC1)C=C(N3)C(F)(F)F)C=CC(=C2)C#N